4-chloro-1-(2-(1-(cyclopropanecarbonyl)piperidin-4-yl)ethyl)-N-(5-((2-fluorophenyl)ethynyl)-3-methylpyridin-2-yl)-1H-pyrazole-3-carboxamide ClC=1C(=NN(C1)CCC1CCN(CC1)C(=O)C1CC1)C(=O)NC1=NC=C(C=C1C)C#CC1=C(C=CC=C1)F